(((1S,3R,4aS,9S,9aR,10aS)-9-methoxy-1-methyloctahydro-1H-pyrano[4',3':4,5]oxazolo[2,3-c][1,4]oxazin-3-yl)oxy)-7,8,9,10-tetrahydronaphthacene-5,12-dione CO[C@H]1OCCN2[C@@H]1O[C@H]1[C@@H]2C[C@H](O[C@H]1C)OC1=CC=CC=2C(C3=CC=4CCCCC4C=C3C(C12)=O)=O